N-(3-sulfopropyl)-N-methylpropenoyloxyethyl-N,N-dimethylammonium S(=O)(=O)(O)CCC[N+](C)(C)CCOC(C(=C)C)=O